FC=1C=C2C=CNC2=CC1F 5,6-difluoroindole